C(C)(C)(C)[Si](C)(C)OC=1C(=C2CC[C@@](OC2=C(C1C)C)(C)CC\C=C(\CC\C=C(\CCC=C1CCCCC1)/C)/C)C tert-butyl-(((R)-2-((3E,7E)-11-cyclohexylidene-4,8-dimethylundecane-3,7-dien-1-yl)-2,5,7,8-tetramethylchroman-6-yl)oxy)dimethylsilane